CC=1C(N2[C@H]([C@H](CCC2=CC1)NS(=O)(=O)C)COC1CCC(CC1)C)=O |o1:4,5| rel-N-[(3S,4R)-7-methyl-4-({[(1s,4S)-4-methylcyclohexyl]oxy}methyl)-6-oxo-1,3,4,6-tetrahydro-2H-quinolizin-3-yl]methanesulfonamide